(rac)-4-((2-(1-Chloro-2,2,2-trifluoroethyl)-1H-imidazol-4-yl)methyl)pyridine Cl[C@@H](C(F)(F)F)C=1NC=C(N1)CC1=CC=NC=C1 |r|